1-(7-methyl-thieno[3,2-d]pyrimidin-4-yl)-N-(3-(pyridin-2-yl)propyl)piperidin-4-amine CC1=CSC2=C1N=CN=C2N2CCC(CC2)NCCCC2=NC=CC=C2